6-(4-((2S,3R)-4-acryloyl-2-methylmorpholin-3-yl)-6-chloropyridin-2-yl)-N-methylpyrimidine-4-carboxamide C(C=C)(=O)N1[C@@H]([C@@H](OCC1)C)C1=CC(=NC(=C1)Cl)C1=CC(=NC=N1)C(=O)NC